FS(C1=CC=C(OC2=NC=CC=C2C2=CC=C3C=CN=CC3=C2)C=C1)(F)(F)(F)F 7-(2-(4-(Pentafluoro-λ6-sulfaneyl)phenoxy)pyridin-3-yl)isoquinoline